C12C(CC(CC1)C2)NCCCC 4-(2-Norbornyl)aminobutan